C(C)(C)(C)C1=CC=C(\C=N\NC(=O)C2=CN(C3=CC=CC=C3C2=O)C)C=C1 (E)-N'-(4-(tert-butyl)benzylidene)-1-methyl-4-oxo-1,4-dihydroquinoline-3-carbohydrazide